((S)-1-(5,6-dihydro-8H-imidazo[2,1-c][1,4]oxazin-2-yl)ethyl)-4-(5-(5-fluoro-2-methoxypyridin-4-yl)-1H-pyrazole-3-carbonyl)-4-azaspiro[2.5]octane-7-carboxamide N=1C(=CN2C1COCC2)[C@@H](C)C2CC21N(CCC(C1)C(=O)N)C(=O)C1=NNC(=C1)C1=CC(=NC=C1F)OC